(6-(2,3-dichlorophenyl)-5-methyl-3-(1,2,3,4-tetrahydroisoquinolin-7-yl)pyrazin-2-yl)methanol ClC1=C(C=CC=C1Cl)C1=C(N=C(C(=N1)CO)C1=CC=C2CCNCC2=C1)C